FC1(CC2(CC1)CN(CCC2)C=2C1=C(N=C(N2)OC[C@]23CCCN3C[C@@H](C2)F)C(=C(N=C1)C1=CC(=CC2=CC=C(C(=C12)CC)F)O)F)F 4-(4-(2,2-difluoro-7-azaspiro[4.5]dec-7-yl)-8-fluoro-2-(((2r,7as)-2-fluorohexahydro-1H-pyrrolizin-7a-yl)methoxy)pyrido[4,3-d]pyrimidin-7-yl)-5-ethyl-6-fluoronaphthalen-2-ol